C(C=C)(=O)N1C(CCC1)C1=C2C(=C(NC2=C(C=C1F)C(=O)N)C)C 4-(1-acryloylpyrrolidin-2-yl)-5-fluoro-2,3-dimethyl-1H-indole-7-carboxamide